ClC=1C=C(CNC2=NC(=NC3=CC=C(C=C23)C=2C(=NOC2C)C)C(=O)NCC=2C=NN(C2C)C)C=CC1 4-((3-chlorobenzyl)amino)-N-((1,5-dimethyl-1H-pyrazol-4-yl)methyl)-6-(3,5-dimethylisoxazol-4-yl)quinazoline-2-carboxamide